(3S)-1-({5-[(5-amino-7-{[(3S)-1-hydroxyhexan-3-yl]amino}-1H-pyrazolo[4,3-d]pyrimidin-1-yl)methyl]-2-fluoro-4-methoxyphenyl}methyl)pyrrolidin-3-ol phosphoramidate P(O)(=O)(N)O[C@@H]1CN(CC1)CC1=C(C=C(C(=C1)CN1N=CC=2N=C(N=C(C21)N[C@H](CCO)CCC)N)OC)F